The molecule is a ten-membered branched glucosamine oligosaccharide consisting of two alpha-Neu5Ac-(2->3)-beta-D-Gal-(1->4)-[beta-D-Glc-(1->6)]-beta-D-GlcNAc-(1->3)-beta-D-Gal units connected via a beta-(1->4) linkage from the galactose to the glucose. CC(=O)N[C@@H]1[C@H](C[C@@](O[C@H]1[C@@H]([C@@H](CO)O)O)(C(=O)O)O[C@H]2[C@H]([C@H](O[C@H]([C@@H]2O)O[C@@H]3[C@H](O[C@H]([C@@H]([C@H]3O)NC(=O)C)O[C@H]4[C@H]([C@H](O[C@H]([C@@H]4O)O[C@@H]5[C@H](O[C@H]([C@@H]([C@H]5O)O)OC[C@@H]6[C@H]([C@@H]([C@H]([C@@H](O6)O[C@H]7[C@H]([C@H](O[C@H]([C@@H]7O)O)CO)O)NC(=O)C)O)O[C@H]8[C@@H]([C@H]([C@H]([C@H](O8)CO)O)O[C@@]9(C[C@@H]([C@H]([C@@H](O9)[C@@H]([C@@H](CO)O)O)NC(=O)C)O)C(=O)O)O)CO)CO)O)CO[C@H]1[C@@H]([C@H]([C@@H]([C@H](O1)CO)O)O)O)CO)O)O